ClC1=CNC2=NC=C(C=C21)C=2C=C1CCN(CC1=C(C2)[C@H]2N(CCOC2)C(=O)OC(C)(C)C)C(C(C)(C)O)=O tert-butyl (R)-3-(6-(3-chloro-1H-pyrrolo[2,3-b]pyridin-5-yl)-2-(2-hydroxy-2-methylpropanoyl)-1,2,3,4-tetrahydroisoquinolin-8-yl)morpholine-4-carboxylate